C1(=CC=CC=C1)C1(C2=CC=CC=C2C=2C(=CC=CC12)[SeH])C1=CC=CC=C1 9,9-Diphenyl-9H-fluoren-4-selenol